perfluoro isopropyl-methyl ether C(C)(C)COF